(4S)-2-chloro-4-(3-fluoro-2-methyl-phenyl)-6-methyl-1,4-dihydropyrimidine-5-carboxylic acid ethyl ester C(C)OC(=O)C=1[C@@H](N=C(NC1C)Cl)C1=C(C(=CC=C1)F)C